cis-4-fluoro-5-((5-(3-((1-phenyl-1H-pyrazol-5-yl)oxy)cyclopentyl)-1H-pyrazol-3-yl)amino)-2,3-dihydrobenzo[d]isothiazole 1,1-dioxide FC1=C(C=CC2=C1CNS2(=O)=O)NC2=NNC(=C2)[C@@H]2C[C@@H](CC2)OC2=CC=NN2C2=CC=CC=C2